N1C(=NC2=C1C=CC=C2)C2=CC(=NN2)NC(=O)C=2C=NC(=CC2)N2CC(NCC2)=O N-[5-(1H-benzimidazol-2-yl)-1H-pyrazol-3-yl]-6-(3-oxopiperazin-1-yl)pyridine-3-carboxamide